ClC=1C=C(C(=C(C1)N=CNC)C)C1=CC=C(C=C1)C#N N'-(5-chloro-3-(4-cyanophenyl)-2-methylphenyl)-N-methyl-formimidamide